OC[C@@]1(C(=C[C@@H](C1)NC(OC(C)(C)C)=O)C)C tert-butyl ((1R,4S)-4-(hydroxymethyl)-3,4-dimethylcyclopent-2-en-1-yl)carbamate